OC(CN1CC2=CC(=C(C=C2CC1)OC)C(=O)N)(C)C 2-(2-hydroxy-2-methylpropyl)-6-methoxy-1,2,3,4-tetrahydroisoquinoline-7-carboxamide